COC(=O)[C@@H]1C[C@H](CCC1)OC=1C(=NC(=CC1)C=1N=NN(C1COC(N(C[C@H](CC)C)C)=O)C)C1CC1 (1S,3S)-3-((2-cyclopropyl-6-(1-methyl-5-(((methyl((S)-2-methylbutyl)carbamoyl)oxy)methyl)-1H-1,2,3-triazol-4-yl)pyridin-3-yl)oxy)cyclohexane-1-carboxylic acid methyl ester